3-(azetidin-1-yl)-4-((4-(5-(chlorodifluoromethyl)-1,2,4-oxadiazol-3-yl)phenyl)amino)cyclobut-3-ene-1,2-dione N1(CCC1)C=1C(C(C1NC1=CC=C(C=C1)C1=NOC(=N1)C(F)(F)Cl)=O)=O